4-(6-((3S,4S)-3-amino-4-((6-methoxypyridin-3-yl)oxy)pyrrolidin-1-yl)pyridin-3-yl)-6-ethoxypyrazolo[1,5-a]pyridine-3-carbonitrile N[C@H]1CN(C[C@@H]1OC=1C=NC(=CC1)OC)C1=CC=C(C=N1)C=1C=2N(C=C(C1)OCC)N=CC2C#N